COC1=CC(=NC=C1C=C)C(=O)N 4-methoxy-5-vinylpicolinamide